C1(=CC=C(C=C1)C#CCO)C 3-(p-tolyl)-2-propyne-1-ol